C[C@H]1N(CCOC1)C=1C2=C(N=C(N1)C1=C3C(=NC=C1)NC=C3)C(=CS2)CN2CCCC2 (R)-3-methaneyl-4-(7-(pyrrolidin-1-ylmethyl)-2-(1H-pyrrolo[2,3-b]pyridin-4-yl)thieno[3,2-d]pyrimidine-4-yl)morpholine